1-methyl-N-(4-(methylsulfinyl)benzyl)-4-(2-(p-tolyl)-2H-pyrazolo[3,4-d]pyrimidin-4-yl)piperazine-2-carboxamide CN1C(CN(CC1)C=1C=2C(N=CN1)=NN(C2)C2=CC=C(C=C2)C)C(=O)NCC2=CC=C(C=C2)S(=O)C